C(C(C)C)O isobutylalcohol